5-(1-(2,2-difluoroethyl)-4-(4-fluorophenyl)-2-methyl-1H-imidazol-5-yl)-1H-indazole FC(CN1C(=NC(=C1C=1C=C2C=NNC2=CC1)C1=CC=C(C=C1)F)C)F